F[C@@H]1CN(CC[C@@H]1NC1=NN2C(C(=N1)OC)=C(C=C2[2H])C=2C=CC1=C(N(N=N1)CCF)C2)C(CO)=O 1-((3R,4S)-3-fluoro-4-((5-(1-(2-fluoroethyl)-1H-benzo[d][1,2,3]triazol-6-yl)-4-methoxypyrrolo[2,1-f][1,2,4]triazin-2-yl-7-d)amino)piperidin-1-yl)-2-hydroxyethan-1-one